NC=1C=CC(=NC1)OCCCCOC1=NC=C(C=C1)N 1,4-bis((5-aminopyridin-2-yl)oxy)butane